FC=1C=C2C(=NNC2=CC1OCCOC)C1=CC(=NO1)C1=CC=C(C=C1)C(=O)N1CC(C1)N1CCCC1 5-Fluoro-6-(2-methoxyethoxy)-3-(3-{4-[3-(pyrrolidin-1-yl)azetidin-1-carbonyl]phenyl}-1,2-oxazol-5-yl)-1H-indazol